C(C)(C)(C)OC(=O)N1CCN(CC1)C=1C=CC(=NC1)N1N=CC(=C1)C(=O)O 1-(5-{4-[(tert-butoxy)carbonyl]piperazin-1-yl}pyridin-2-yl)-1H-pyrazole-4-carboxylic acid